C(C1=CC=CC=C1)NNP(N)(N)=S benzylaminothiophosphoric triamide